C1=CC(=C(C=C1F)F)C(CN2C=NC=N2)(CN3C=NC=N3)O The molecule is a member of the class of triazoles that is propan-2-ol substituted at position 1 and 3 by 1H-1,2,4-triazol-1-yl groups and at position 2 by a 2,4-difluorophenyl group. It is an antifungal drug used for the treatment of mucosal candidiasis and for systemic infections including systemic candidiasis, coccidioidomycosis, and cryptococcosis. It has a role as a P450 inhibitor, an environmental contaminant and a xenobiotic. It is a difluorobenzene, a conazole antifungal drug, a triazole antifungal drug and a tertiary alcohol. It derives from a 1,3-difluorobenzene. It derives from a hydride of a 1H-1,2,4-triazole.